CN1N=CC(=C1)C1=NOC2=C1CCCC2=O 3-(1-methyl-1H-pyrazol-4-yl)-5,6-dihydrobenzo[d]isoxazol-7(4H)-one